Cl.N[C@@H](C(C1CC1)C1CC1)C=1OC2=C(N1)C=C(C=C2)[C@@H](COC)N2C(N[C@@H](C2)C(F)(F)F)=O (S)-1-((S)-1-(2-((S)-1-Amino-2,2-dicyclopropylethyl)benzo[d]oxazol-5-yl)-2-methoxyethyl)-4-(trifluoromethyl)imidazolidin-2-one hydrochloride